4-Amino-3-phenylamino-6-phenylpyrazolo[3,4-d]pyrimidin NC1=C2C(=NC(=N1)C1=CC=CC=C1)NN=C2NC2=CC=CC=C2